N=S1(CC2(C1)CCC2)=O 2-imino-2λ6-thiaspiro[3.3]heptane 2-oxide